1-Isopropyl-3,5-bis(4-cyanobenzylidene)piperidin-4-one C(C)(C)N1CC(C(C(C1)=CC1=CC=C(C=C1)C#N)=O)=CC1=CC=C(C=C1)C#N